4-Bromo-N-(2-chloro-6-fluorophenyl)-5-fluoro-2-[(2S)-pent-2-yloxy]benzamide BrC1=CC(=C(C(=O)NC2=C(C=CC=C2F)Cl)C=C1F)O[C@@H](C)CCC